1,4,8-triisocyanatononane N(=C=O)CCCC(CCCC(C)N=C=O)N=C=O